((2r,3ar,5r,7as)-5-(2-methylbutan-2,3-dien-1-yl)-2-(2-(phenylsulfonyl)ethyl)hexahydro-2H-furo[3,2-b]pyran-3a-yl)methanol CC(C[C@H]1CC[C@H]2[C@@](O1)(C[C@@H](O2)CCS(=O)(=O)C2=CC=CC=C2)CO)=C=C